N-[1-[1-[4-[(5-cyclopropyl-1H-pyrazol-3-yl)amino]pyrimidin-2-yl]-3-piperidinyl]-1-methyl-propyl]carbamic acid tert-butyl ester C(C)(C)(C)OC(NC(CC)(C)C1CN(CCC1)C1=NC=CC(=N1)NC1=NNC(=C1)C1CC1)=O